5-(6-(4-(Ethylsulfonyl)piperazin-1-yl)pyridin-3-yl)-7-(1-methyl-1H-pyrazol-4-yl)-1,6-naphthyridine C(C)S(=O)(=O)N1CCN(CC1)C1=CC=C(C=N1)C1=C2C=CC=NC2=CC(=N1)C=1C=NN(C1)C